COC(=O)C1=CC=C(C=N1)N1CCN(CC1)C(=O)OC(C)(C)C tert-butyl 4-(6-(methoxycarbonyl) pyridin-3-yl)piperazine-1-carboxylate